1-isopropyl-4-(3-methoxy-2-nitrophenyl)piperazine C(C)(C)N1CCN(CC1)C1=C(C(=CC=C1)OC)[N+](=O)[O-]